C(#N)C1=NC(=CC=C1N1CCC(CC1)CC1=CC(=NC=C1)NC(=O)NCC)C=1NC=CN1 1-(4-((1-(2-cyano-6-(1H-imidazol-2-yl)pyridin-3-yl)piperidin-4-yl)methyl)pyridin-2-yl)-3-ethylurea